(1S,3aR,6aS)-2-tert-butyl 1-ethyl hexahydrocyclopenta[c]pyrrole-1,2(1H)-dicarboxylate [C@@H]1(N(C[C@H]2[C@@H]1CCC2)C(=O)OC(C)(C)C)C(=O)OCC